6-(5-(4-(dimethoxymethyl)piperidin-1-yl)pyrazin-2-yl)-1-fluoro-7-phenyl-3-(tetrahydro-2H-pyran-2-yl)-3,8,9,10-tetrahydrocyclohepta[e]indazole COC(C1CCN(CC1)C=1N=CC(=NC1)C1=C(CCCC=2C=3C(=NN(C3C=CC21)C2OCCCC2)F)C2=CC=CC=C2)OC